CC1=CC=C(C=C1)S(=O)(=O)NC(=O)NCCC1=C(C=CC=C1)C1=CC=CC=2NC=NC21 4-{2-[({[(4-methylphenylsulfonyl)amino]carbonyl}amino)ethyl]phenyl}-1H-benzimidazole